2-mercapto-N-methylacetamide SCC(=O)NC